9-(4-fluorophenyl)-2,3,6,7-tetramethoxy-10-phenylanthracene FC1=CC=C(C=C1)C=1C2=CC(=C(C=C2C(=C2C=C(C(=CC12)OC)OC)C1=CC=CC=C1)OC)OC